FC(C1(CC1)N1C=C(C(=CC1=O)OS(=O)(=O)C(F)(F)F)C(=O)OC)F methyl 1-[1-(difluoromethyl)cyclopropyl]-6-oxo-4-(trifluoromethylsulfonyloxy)pyridine-3-carboxylate